(R)-(6-(4-(4-fluoropyrazolo[1,5-a]pyridin-2-yl)-1,4,6,7-tetrahydro-5H-imidazo[4,5-c]pyridin-5-yl)pyridin-2-yl)(pyrrolidin-1-yl)methanone FC=1C=2N(C=CC1)N=C(C2)[C@@H]2N(CCC1=C2N=CN1)C1=CC=CC(=N1)C(=O)N1CCCC1